N1C=C(C2=CC=CC=C12)C1=C2CNC(C2=C(C=C1)NC1=NC=C(C=C1)N1CCN(CC1)C)=O 4-(1H-indol-3-yl)-7-[[5-(4-methylpiperazin-1-yl)-2-pyridyl]amino]isoindolin-1-one